(α-methyl)lysine C[C@](N)(CCCCN)C(=O)O